FC1=CC2=C(N3C(CNS2(=O)=O)CCCC3)N=C1 3-Fluoro-7,7a,8,9,10,11-hexahydro-6H-dipyrido[2,1-d:2',3'-f][1,2,5]thiadiazepine 5,5-dioxide